C(=C)C1=CC=C(CC2(C3=CC=CC=C3C=3C=CC=CC23)CC2=CC=C(C=C2)C=C)C=C1 9,9-bis(4-vinyl-benzyl)-9H-fluorene